4-chloro-3-(4-ethoxybenzyl)phenyltetrahydro-2H-pyran ClC1=C(C=C(C=C1)C1OCCCC1)CC1=CC=C(C=C1)OCC